COC=1C=CC(=C(C1)CN(C)C)[N+](=O)[O-] 1-(5-methoxy-2-nitrophenyl)-N,N-dimethylmethylamine